O=C([C@@H](CC#N)C1=CC=CC=C1)N1C(OC[C@@H]1C1=CC=CC=C1)=O (S)-4-oxo-4-((S)-2-oxo-4-phenyloxazolidin-3-yl)-3-phenylbutanenitrile